O[C@]1(C(CO)=O)[C@@H](C[C@H]2[C@@H]3CCC4=CC(C=C[C@]4(C)C3=CC[C@]12C)=O)C 17a,21-Dihydroxy-16a-methylpregna-1,4,9(11)-triene-3,20-dione